CC1OC(OC1)C1=CC=CC=C1 4-methyl-2-phenyl-1,3-dioxolane